ClC1=CC=C2CC[C@H]([C@H](C2=C1)NC([O-])=O)NC([O-])=O (1S,2R)-7-Chloro-1,2,3,4-tetrahydronaphthalin-1,2-diyl-dicarbamat